3-((1-(4-(difluoromethyl)phenyl)-4-methyl-1H-1,2,3-triazol-5-yl)methoxy)-6-(4-methylpiperazin-1-yl)pyridazine FC(C1=CC=C(C=C1)N1N=NC(=C1COC=1N=NC(=CC1)N1CCN(CC1)C)C)F